5-((2R,6R)-2,6-dimethylmorpholino)-2-nitroaniline C[C@H]1O[C@@H](CN(C1)C=1C=CC(=C(N)C1)[N+](=O)[O-])C